2-methylpropanesulfonic acid, sodium salt [Na+].CC(CS(=O)(=O)[O-])C